N-(2-(3-propyl-3-methyl-2-phenylcyclobut-1-en-1-yl)phenyl)acetamide C(CC)C1(C(=C(C1)C1=C(C=CC=C1)NC(C)=O)C1=CC=CC=C1)C